t-Butoxyphenyltriethoxysilane C(C)(C)(C)OCCO[Si](OCC)(OCC)C1=CC=CC=C1